ClC1=CC=C(CC=2C=CC(=NC2)C=2N(C(C=CC2C(=O)N)=O)C)C=C1 (5-(4-chlorobenzyl)pyridin-2-yl)-1-methyl-6-oxo-1,6-dihydropyridine-3-carboxamide